6-(dimethylamino)-N-((4-fluoro-2-isopropyl-6-(2-methoxypyridin-4-yl)phenyl)carbamoyl)pyrazine-2-sulfonamide CN(C1=CN=CC(=N1)S(=O)(=O)NC(NC1=C(C=C(C=C1C1=CC(=NC=C1)OC)F)C(C)C)=O)C